3-(2-(4-(tert-butoxycarbonyl)piperazin-1-yl)pyrimidin-4-yl)-1H-indole-1-carboxylate C(C)(C)(C)OC(=O)N1CCN(CC1)C1=NC=CC(=N1)C1=CN(C2=CC=CC=C12)C(=O)[O-]